CCC(CCC1=CC=CC=C1)N The molecule is a phenylalkylamine that is benzene in which one of the hydrogens is substituted by a 3-aminopentyl group. It is a member of benzenes, a phenylalkylamine and a primary amino compound.